FC1(C(C1)C1=CC2=C([C@@H](CO2)N(C(OC(C)(C)C)=O)C)C=C1)F tert-butyl ((3S)-6-(2,2-difluorocyclopropyl)-2,3-dihydrobenzofuran-3-yl)(methyl)carbamate